trans-tert-butyl 2-(2-chloro-6-(6-(methylcarbamoyl)pyrimidin-4-yl)pyridin-4-yl)-6-formylmorpholine-4-carboxylate ClC1=NC(=CC(=C1)[C@@H]1CN(C[C@H](O1)C=O)C(=O)OC(C)(C)C)C1=NC=NC(=C1)C(NC)=O